5-(4-((7-Ethyl-6-oxo-5,6-dihydro-1,5-naphthyridin-3-yl)methyl)piperazin-1-yl)-N-(spiro[3.3]hept-2-yl)picolinamide C(C)C=1C(NC=2C=C(C=NC2C1)CN1CCN(CC1)C=1C=CC(=NC1)C(=O)NC1CC2(C1)CCC2)=O